2-chloro-N-(3,4-dimethoxyphenyl)acetamide Methyl-(1-phenyl-1H-pyrazole-4-carbonyl)-L-serinate CN([C@@H](CO)C(=O)O)C(=O)C=1C=NN(C1)C1=CC=CC=C1.ClCC(=O)NC1=CC(=C(C=C1)OC)OC